C(C)OC(=O)C=1N=C(SC1)C1=C(C=CC=C1)OC (2-methoxyphenyl)thiazole-4-carboxylic acid ethyl ester